2-(3-(2,4-dioxotetrahydropyrimidin-1(2H)-yl)phenoxy)-N-(2-(piperidin-4-yl)ethyl)acetamide HCl salt Cl.O=C1N(CCC(N1)=O)C=1C=C(OCC(=O)NCCC2CCNCC2)C=CC1